BrC1=C(C=2C(=CN=CC2)N1CCCC)C=1CCN(CC1)C bromo-1-butyl-3-(1-methyl-1,2,3,6-tetrahydropyridin-4-yl)-1H-pyrrolo[2,3-c]pyridine